1-Vinyl-3-(3-sulfopropyl)imidazolium (5s,7r,8r,9s,10r)-8-hydroxy-7-(hydroxymethyl)-9-(4-(3,4,5-trifluorophenyl)-1H-1,2,3-triazol-1-yl)-1,6-dioxaspiro[4.5]dec-10-yl-2-chlorobenzoate O[C@H]1[C@H](O[C@@]2(CCCO2)[C@@H]([C@H]1N1N=NC(=C1)C1=CC(=C(C(=C1)F)F)F)OC(C1=C(C=CC=C1)Cl)=O)CO.C(=C)N1C=[N+](C=C1)CCCS(=O)(=O)O